2-(p-tolyl)-3,4-dihydroisoquinolin-1(2H)-one C1(=CC=C(C=C1)N1C(C2=CC=CC=C2CC1)=O)C